1-dodecyloxy-2,4-diaminobenzene C(CCCCCCCCCCC)OC1=C(C=C(C=C1)N)N